4-(5-cyano-2-oxo-2,3-dihydro-1H-1,3-benzodiazole-1-yl)piperidine-1-carboxylic acid tert-butyl ester C(C)(C)(C)OC(=O)N1CCC(CC1)N1C(NC2=C1C=CC(=C2)C#N)=O